2-Deuterio-5-[(2S,6R)-11-(2,6-diazaspiro[3.4]octan-6-yl)-6-methyl-4,7,10-triazatricyclo[7.4.0.02,7]trideca-1(9),10,12-trien-4-yl]quinoline-8-carbonitrile [2H]C1=NC2=C(C=CC(=C2C=C1)N1C[C@@H]2C=3C=CC(=NC3CN2[C@@H](C1)C)N1CC2(CNC2)CC1)C#N